ClC1=NN2C(C(=N1)NC=1N=CN(C1)C=1C=C(C=CC1)C(C)=O)=CC=C2 1-(3-(4-((2-chloropyrrolo[2,1-f][1,2,4]triazin-4-yl)amino)-1H-imidazol-1-yl)phenyl)ethanone